CN1N=C(C=C1)/C=C/C(=O)N1C(C=CCC1)=O 1-[(2E)-3-(1-methyl-1H-pyrazol-3-yl)prop-2-enoyl]-5,6-dihydropyridin-2(1H)-one